2-[(4-bromo-5-ethyl-3-methyl-pyrazol-1-yl)methoxy]ethyl-trimethyl-silane BrC=1C(=NN(C1CC)COCC[Si](C)(C)C)C